bis(2-oxo-3-oxolidinyl)phosphonate O=C1OCCC1OP(OC1C(OCC1)=O)=O